Methyl 1-(6-bromo-7-fluoro-3-nitroquinolin-4-yl)-3-(pyridin-2-yl)cyclobutane-1-carboxylate BrC=1C=C2C(=C(C=NC2=CC1F)[N+](=O)[O-])C1(CC(C1)C1=NC=CC=C1)C(=O)OC